COC(=O)C=1C(C2=C(NC1CF)COC2=O)C=2C=NC=C(C2CC)F 4-(4-Ethyl-5-fluoropyridin-3-yl)-2-(fluoromethyl)-5-oxo-1,4,5,7-tetrahydrofurano[3,4-b]pyridine-3-carboxylic acid methyl ester